FC(C(=O)O)(F)F.FC(C(=O)O)(F)F.N1CC(C1)C(=O)N azetidine-3-carboxamide bistrifluoroacetate